2-hydroxy-4-ethoxy-2',4'-dibutylbenzophenone OC1=C(C(=O)C2=C(C=C(C=C2)CCCC)CCCC)C=CC(=C1)OCC